FC1=C(C=C(C=C1)F)C1=CC(=NN1)C1=CC=C(C=C1)N1CCN(CC1)C 1-{4-[5-(2,5-Difluorophenyl)-1H-pyrazol-3-yl]phenyl}-4-methylpiperazine